C1CN(CCC12CCNCC2)C2=CC=C(C=N2)N2C(CCCC2=O)=O (6-(3,9-diazaspiro[5.5]undec-3-yl)pyridin-3-yl)piperidine-2,6-dione